1-(2,4-difluorophenyl)-N-(4-(8-ethyl-2-(((3S,5S)-5-fluoropiperidin-3-yl)amino)pyrido[3,2-d]pyrimidin-6-yl)-2-fluorophenyl)methanesulfonamide FC1=C(C=CC(=C1)F)CS(=O)(=O)NC1=C(C=C(C=C1)C=1C=C(C=2N=C(N=CC2N1)N[C@@H]1CNC[C@H](C1)F)CC)F